The molecule is a diterpenoid of the clerodane group isolated from the bark of Casearia grewiifolia and has been shown to exhibit antimalarial and antimycobacterial activity. It has a role as a metabolite, an antimalarial and an antimycobacterial drug. It is an acetate ester, a cyclic ether, a diterpenoid, an organic heterotricyclic compound, a cinnamate ester and a butyrate ester. CCCC(=O)O[C@@H]1C[C@H]2[C@]([C@@H]([C@H]([C@@H]([C@]23[C@@H](O[C@@H](C3=C1)OC(=O)C)OC(=O)C)O)OC(=O)/C=C/C4=CC=C(C=C4)O)C)(C)C/C=C(/C)\\C=C